2-(3-chlorophenyl)-N-methyl-2-oxo-3,3,5,5-tetramethyl-[1,4,2]-oxazaphosphinane ClC=1C=C(C=CC1)P1(OCC(N(C1(C)C)C)(C)C)=O